dimethyl (dicyclopentylmethylene)malonate C1(CCCC1)C(C1CCCC1)=C(C(=O)OC)C(=O)OC